Methyl 2-(2-bromo-4-(6-((4-cyano-2-fluorobenzyl)oxy)pyridin-2-yl)benzyl)-1-(2-methoxyethyl)-1H-benzo[d]imidazole-6-carboxylate BrC1=C(CC2=NC3=C(N2CCOC)C=C(C=C3)C(=O)OC)C=CC(=C1)C1=NC(=CC=C1)OCC1=C(C=C(C=C1)C#N)F